[N+](=O)([O-])C1=CC=C(C=C1)CCO 2-(4-nitrophenyl)ethanol